ClC=1C(N(N=CC1Cl)CC)=O 4,5-dichloro-2-ethylpyridazin-3(2H)-one